OC1=C(C=C(C=C1)CCC(\C=C\CCCCC)=O)OC (E)-1-(4-hydroxy-3-methoxyphenyl)dec-4-en-3-one